C(#N)C1=CC=C(C=C1)NC(COCC(=O)NC=1C=CC=2N(C3=CC=CC=C3C2C1)CC)=O 2-(2-((4-cyanophenyl)amino)-2-oxoethoxy)-N-(9-ethyl-9H-carbazol-3-yl)acetamide